((1R,3R)-3-(trifluoromethyl)cyclopentyl)isoindoline-1,3-dione FC([C@H]1C[C@@H](CC1)N1C(C2=CC=CC=C2C1=O)=O)(F)F